tert-butyl 2-[3-(benzyloxymethyl)cyclobutoxy]acetate C(C1=CC=CC=C1)OCC1CC(C1)OCC(=O)OC(C)(C)C